6-bromo-3,8-difluoro-2-methylimidazo[1,2-a]pyridine BrC=1C=C(C=2N(C1)C(=C(N2)C)F)F